C(#N)[C@@H](C[C@H]1CCCC2=C1N=CS2)NC([C@H](CC2CC2)NC(=O)C=2NC1=CC=CC=C1C2)=O N-[(1S)-2-[[(1R)-1-cyano-2-[(4R)-4,5,6,7-tetrahydro-1,3-benzothiazol-4-yl]ethyl]amino]-1-(cyclopropylmethyl)-2-oxo-ethyl]-1H-indole-2-carboxamide